4-(5-(cyclopropylmethyl)-1-methyl-1H-pyrazol-4-yl)-6-((4-methoxybenzyl)oxy)-2-(methylsulfonyl)pyrimidine C1(CC1)CC1=C(C=NN1C)C1=NC(=NC(=C1)OCC1=CC=C(C=C1)OC)S(=O)(=O)C